1-(3-iodophenyl)but-3-en-2-one IC=1C=C(C=CC1)CC(C=C)=O